C(C1=CC=CC=C1)(=O)OCCCN1CCC2=CC(=CC(=C12)C#N)CC(C)=O 1-(3-benzoyloxypropyl)-5-(2-oxopropyl)-7-cyanoindoline